BrCC1(CC1)S(=O)(=O)C(COC1OCCCC1)(C)C 2-(2-((1-(bromomethyl)cyclopropyl)sulfonyl)-2-methylpropoxy)tetrahydro-2H-pyran